NC(C)(C)C1=CC(=NC(=C1)C1=CC=C(C=C1)F)O[C@H]1[C@@H]2CN([C@@H]2C1)C(=O)C1=CC(=NN1C)C=1N=CSC1 |o1:18,19,22| rel-((1R,4R,5R)-5-((4-(2-aminopropan-2-yl)-6-(4-fluorophenyl)pyridin-2-yl)oxy)-2-azabicyclo[2.2.0]hexan-2-yl)(1-methyl-3-(thiazol-4-yl)-1H-pyrazol-5-yl)methanone